The molecule is a pentacyclic triterpenoid with formula C32H54O2, originally isolated from the root bark of Tripterygium hypoglaucum. It has a role as a plant metabolite. It is a pentacyclic triterpenoid, an ether and a secondary alcohol. It derives from a hydride of an ursane. CCO[C@@H]1C=C2[C@@H]3[C@H]([C@@H](CC[C@@]3(CC[C@]2([C@]4([C@H]1[C@]5(CC[C@@H](C([C@@H]5CC4)(C)C)O)C)C)C)C)C)C